C(C(C)C)OC1=CC=C(C=C1)B(O)O 4-Isobutoxyphenylboronic acid